[K+].O[C@@H](C(=O)[O-])[C@H](C(=O)[O-])O.[Na+] sodium (2R,3R)-2,3-dihydroxysuccinate potassium